9,10-dihydroanthracene-2-sulfonate C1=C(C=CC=2CC3=CC=CC=C3CC12)S(=O)(=O)[O-]